C(C=C)(=O)OCCC[Si](OC)(OC)OC 3-acryloyloxypropyl-trimethoxysilane